Benzyl (R)-6-oxooctahydro-2H-pyrido[1,2-a]pyrazine-2-carboxylate O=C1CCC[C@H]2N1CCN(C2)C(=O)OCC2=CC=CC=C2